1-[5-(Pyridine-2-sulfonyl)-1H,2H,3H,4H,5H,6H-pyrrolo[3,4-c]pyrrol-2-yl]-2-(1H-1,2,3,4-tetrazol-1-yl)ethan-1-one N1=C(C=CC=C1)S(=O)(=O)N1CC2=C(C1)CN(C2)C(CN2N=NN=C2)=O